FC1([C@@H]([C@@H](N(C1)C(=O)C1OCC1)CC=1C(=C(C=CC1)C1=CC=CC=C1)F)NS(N(C)C)(=O)=O)F N'-[(2S,3R)-4,4-difluoro-2-[(2-fluoro[1,1'-biphenyl]-3-yl)methyl]-1-(oxetane-2-carbonyl)pyrrolidin-3-yl]-N,N-dimethyl-sulfuric diamide